3-(3-(2-amino-5-(1-(1-(2-methoxyethyl)piperidin-4-yl)-1H-pyrazol-4-yl)pyridin-3-yl)-6-oxopyridazin-1(6H)-yl)-N-methylbenzamide 2,2,2-trifluoroacetate salt FC(C(=O)O)(F)F.NC1=NC=C(C=C1C1=NN(C(C=C1)=O)C=1C=C(C(=O)NC)C=CC1)C=1C=NN(C1)C1CCN(CC1)CCOC